3-[4-(dibenzothiophen-4-yl)phenyl]imidazole 3-(7,8-difluoro-4-oxo-2,3,4,5-tetrahydro-1,5-benzoxazepin-5-yl)propylcarbamate FC=1C(=CC2=C(N(C(CCO2)=O)CCCNC(O)=O)C1)F.C1=CC=C(C=2SC3=C(C21)C=CC=C3)C3=CC=C(C=C3)N3C=NC=C3